C(C)(C)(C)OC(=O)N1C[C@@H]([C@@H](CC1)NC1=C2C=C(N(C2=CC=C1)CC(F)(F)F)C#CC=O)F (3S,4R)-3-fluoro-4-((2-(3-oxoprop-1-yn-1-yl)-1-(2,2,2-trifluoroethyl)-1H-indol-4-yl)amino)piperidine-1-carboxylic acid tert-butyl ester